N-{[dichloro(fluoro)methyl]sulfanyl}-N',N'-dimethyl-N-phenylsulfuric diamide ClC(F)(Cl)SN(S(N(C)C)(=O)=O)C1=CC=CC=C1